Tert-butyl (2-fluoro-5-(trifluoromethoxy)phenyl)carbamate FC1=C(C=C(C=C1)OC(F)(F)F)NC(OC(C)(C)C)=O